methyl 5-ethyl-1-methyl-1H-pyrazole-3-carboxylate C(C)C1=CC(=NN1C)C(=O)OC